Triheptanamine hydrochloride Cl.C(CCCCCC)N.C(CCCCCC)N.C(CCCCCC)N